1-(2,3-dihydro-1H-inden-2-yl)-N1-propylbutane-1,4-diamine C1C(CC2=CC=CC=C12)C(CCCN)NCCC